6-(methylthio)cyanopyridine tert-butyl-(S)-(1-(3-((4,4-difluorocyclohexyl)carbamoyl)-5-(3,5-difluorophenyl)pyridin-4-yl)-3-methylpyrrolidin-3-yl)carbamate C(C)(C)(C)N(C(O)=O)[C@@]1(CN(CC1)C1=C(C=NC=C1C1=CC(=CC(=C1)F)F)C(NC1CCC(CC1)(F)F)=O)C.CSC1=CC=CC(=N1)C#N